8-([1,1'-biphenyl]-4-yl)-6-methoxy-3,4-dihydrobenzo[e][1,2,3]oxathiazine 2,2-dioxide C1(=CC=C(C=C1)C1=CC(=CC=2CNS(OC21)(=O)=O)OC)C2=CC=CC=C2